C(C)(C)N1CCC(CC1)N1CCC(CC1)C=1C=C(C2=C(N(C(=N2)C2=CC=C(C=C2)P(OCC)(OCC)=O)C)C1)C diethyl (4-(6-(1'-isopropyl-[1,4'-bipiperidin]-4-yl)-1,4-dimethyl-1H-benzo[d]imidazol-2-yl)phenyl)phosphonate